(S)-1-(2-cyclopropylthiazol-4-yl)-2-(4-nitrophenyl)ethan-amine hydrobromide hydrobromide salt Br.Br.C1(CC1)C=1SC=C(N1)[C@H](CC1=CC=C(C=C1)[N+](=O)[O-])N